C(CCCCCCCC)N(CCC(C(C(=O)N)=C)(C(=O)N)CCN(CCCCCCCCC)CCCCCCCCC)CCCCCCCCC bis(2-(dinonylamino)ethyl)-2-methylenesuccinamide